ClC=1C=C(C(=C(C1)C1=CC=CC=C1)N)C1=CC=CC=C1 5'-chloro-[1,1':3',1''-terphenyl]-2'-amine